7-(2-(4-(6-fluorobenzofuran-4-yl)piperazin-1-yl)ethyl)-3,4-dihydroquinolin-2(1H)-one-3,3,4,4-d4 FC1=CC2=C(C=CO2)C(=C1)N1CCN(CC1)CCC1=CC=C2C(C(C(NC2=C1)=O)([2H])[2H])([2H])[2H]